2-bromo-4-[(2R)-2-[(tert-butyldimethylsilyl)oxy]propoxy]-6-methanesulfonylpyridine BrC1=NC(=CC(=C1)OC[C@@H](C)O[Si](C)(C)C(C)(C)C)S(=O)(=O)C